N,N-dimethylguanidine hemisulfate S(=O)(=O)(O)O.CN(C(=N)N)C.CN(C(=N)N)C